(4-((1-(5-amino-3-(difluoromethyl)-2-fluorophenyl)ethyl)amino)-2-methyl-6-(methylamino)quinazoline-7-yl)(1,1-dioxothiomorpholino)methanone NC=1C=C(C(=C(C1)C(C)NC1=NC(=NC2=CC(=C(C=C12)NC)C(=O)N1CCS(CC1)(=O)=O)C)F)C(F)F